(5S)-N-(Butan-2-yl)-8-chloro-1-[trans-4-(pyridin-2-yloxy)cyclohexyl]-5,6-dihydro-4H-[1,2,4]triazolo[4,3-a][1]benzazepin-5-amin CC(CC)N[C@@H]1CC=2N(C3=C(C1)C=C(C=C3)Cl)C(=NN2)[C@@H]2CC[C@H](CC2)OC2=NC=CC=C2